tert-butyl 4-(4-chlorobenzyl)-3,4-dihydroquinoxaline-1(2H)-carboxylate ClC1=CC=C(CN2CCN(C3=CC=CC=C23)C(=O)OC(C)(C)C)C=C1